5-[(3R)-3-(3-methyl-2-oxoimidazolidin-1-yl)piperidin-1-yl]-3-{[4-(piperazin-1-yl)phenyl]amino}pyrazine-2-carboxamide trifluoroacetate FC(C(=O)O)(F)F.CN1C(N(CC1)[C@H]1CN(CCC1)C=1N=C(C(=NC1)C(=O)N)NC1=CC=C(C=C1)N1CCNCC1)=O